6,7-Dihydrocyclopenta[b]pyran-2,4(3H,5H)-dion O1C2=C(C(CC1=O)=O)CCC2